4-phenyl-2,3,5,6-tetrafluorobenzoic acid C1(=CC=CC=C1)C1=C(C(=C(C(=O)O)C(=C1F)F)F)F